ClC1=C(C=O)C(=C(C(=C1O)C=O)Cl)O 2,5-dichloro-3,6-dihydroxyterephthalaldehyde